O1CCC2=CC=CC3=C2C1CN(CC3)C(=O)OC(C)(C)C tert-Butyl 2,3,7,8,10,10a-hexahydro-9H-isochromeno[1,8-cd]azepine-9-carboxylate